FC(O[Si](OC(F)(F)F)(OC(F)(F)F)C(C(C(C(C(C(C(C(C(F)(F)F)(F)F)(F)F)(F)F)(F)F)(F)F)(F)F)(F)F)(F)F)(F)F perfluorononyl-trimethoxysilane